N[C@@H]1[C@@H](OCC12CCN(CC2)C=2N=C(C(=NC2CO)SC=2C(=C(C=CC2)NC(=O)C2=C(C=CC=C2)S(=O)(=O)N)Cl)C)C ((3-((5-((3S,4S)-4-amino-3-methyl-2-oxa-8-azaspiro[4.5]decan-8-yl)-6-(hydroxymethyl)-3-methylpyrazin-2-yl)thio)-2-chlorophenyl)carbamoyl)benzenesulfonamide